tert-Butyl 4-[2-(1-methylethoxy)ethyl]piperazine-1-carboxylate CC(C)OCCN1CCN(CC1)C(=O)OC(C)(C)C